ClC=1C=C(C=C(C1OC=1C=C2C3(C(NC2=CC1C)=O)CCC3)Cl)N3N=C(C(NC3=O)=O)NC(OC(C)(C)C)=O t-butyl (2-(3,5-dichloro-4-((6'-methyl-2'-oxospiro[cyclobutane-1,3'-indolin]-5'-yl)oxy)phenyl)-3,5-dioxo-2,3,4,5-tetrahydro-1,2,4-triazin-6-yl)carbamate